ClC1=NC2=CC(=CC=C2C=C1)OC[C@@H]1[C@]([C@@H]2[C@@H](OC(O2)(C)C)O1)(O)C (3aR,5R,6R,6aR)-5-(((2-chloroquinolin-7-yl)oxy)methyl)-2,2,6-trimethyltetrahydrofuro[2,3-d][1,3]dioxol-6-ol